C(C)C1=CC=C(C=C1)OCCC=C(C)C 1-ethyl-4-((4-methylpent-3-en-1-yl)oxy)benzene